The molecule is a dicarboxylic acid monoester resulting from the formal condensation of one of the carboxylic acid groups of crocetin with the anomeric hydroxy group of beta-D-gentiobiose. It is a dicarboxylic acid monoester, a glycoside and a disaccharide derivative. It derives from a crocetin and a gentiobiose. It is a conjugate acid of a beta-D-gentiobiosyl crocetin(1-). C/C(=C\\C=C\\C=C(/C)\\C=C\\C=C(/C)\\C(=O)O[C@H]1[C@@H]([C@H]([C@@H]([C@H](O1)CO[C@H]2[C@@H]([C@H]([C@@H]([C@H](O2)CO)O)O)O)O)O)O)/C=C/C=C(\\C)/C(=O)O